N-[4-[2-tert-butoxy-6-[2-(trifluoromethyl)-1-piperidinyl]-4-pyridinyl]-2-pyridinyl]carbamic acid methyl ester COC(NC1=NC=CC(=C1)C1=CC(=NC(=C1)N1C(CCCC1)C(F)(F)F)OC(C)(C)C)=O